2-(4-(benzyloxy)phenyl)acetic acid methyl ester COC(CC1=CC=C(C=C1)OCC1=CC=CC=C1)=O